3-(4-acetylpiperazin-1-yl)-5-methyl-8,9-dihydropyrido[3',2':4,5]pyrrolo[1,2-a]pyrazin C(C)(=O)N1CCN(CC1)C1=CC=2C(=C3N(CCN=C3)C2N=C1)C